2-methyl-8-(naphthalen-1-ylmethyl)-6-oxo-7-(phenylamino)-9-(3-(trifluoromethyl)phenyl)-3,4-dihydro-2H,6H-pyrido[1,2-e][1,2,5]thiadiazine-4-carboxylic acid 1,1-dioxide CN1S(C=2N(C(C1)C(=O)O)C(C(=C(C2C2=CC(=CC=C2)C(F)(F)F)CC2=CC=CC1=CC=CC=C21)NC2=CC=CC=C2)=O)(=O)=O